(E)-1-fluoro-4-(2-nitrovinyl)benzene FC1=CC=C(C=C1)\C=C\[N+](=O)[O-]